N-(5-(3-chloro-6-methyl-picolinoyl)-5,6-dihydro-4H-pyrrolo[3,4-d]thiazol-2-yl)-2'-(difluoromethyl)-5'-methoxy-6-methyl-[4,4'-bipyridine]-3-carboxamide ClC=1C(=NC(=CC1)C)C(=O)N1CC=2N=C(SC2C1)NC(=O)C=1C=NC(=CC1C1=CC(=NC=C1OC)C(F)F)C